ClC1=NC=C(C(=N1)NC1=CC(=CC=C1)S(NC(C)(C)C)(=O)=O)CC 2-Chloro-5-ethyl-N4-(3-[N-(1,1-dimethylethyl)sulfamoyl]phenyl)pyrimidine-4-amine